FC1=C(C(=CC(=C1)OC)F)C1=C(C(N(N1C)C1=NC(=CN=C1)OC)=O)NC(C1=CC=C(C=C1)OC(F)F)=O N-[5-(2,6-difluoro-4-methoxyphenyl)-2-(6-methoxypyrazin-2-yl)-1-methyl-3-oxo-2,3-dihydro-1H-pyrazol-4-yl]-4-(difluoromethoxy)benzamide